CN(CCN(C(=O)C1=CC=C(C=C1)N=C(C1=CC=CC=C1)C1=C(NC2=CC(=CC=C12)C(=O)OC)O)C)C Methyl 3-[N-[4-[2-(dimethylamino)ethyl-methylcarbamoyl]phenyl]-C-phenylcarbonimidoyl]-2-hydroxy-1H-indole-6-carboxylate